N-(1-(5-cyanothiophen-2-yl)ethylidene)-2-methylpropane-2-sulfinamide C(#N)C1=CC=C(S1)C(C)=NS(=O)C(C)(C)C